CC1(CC1)C1=C(C=CC=C1)N1C(N=C(C2=C1N=CC=C2)N2[C@H](CN(CC2)C(C=C)=O)C)=O 1-(2-(1-methylcyclopropyl)phenyl)-4-((2S)-2-methyl-4-(2-propenoyl)-1-piperazinyl)pyrido[2,3-d]pyrimidin-2(1H)-one